(R)-4-((1R,3R)-3-(1-isopropyl-3-(2-(trifluoromethyl)pyrimidin-5-yl)-1H-1,2,4-triazol-5-yl)cyclopentyl)-2-methylmorpholine C(C)(C)N1N=C(N=C1[C@H]1C[C@@H](CC1)N1C[C@H](OCC1)C)C=1C=NC(=NC1)C(F)(F)F